(2E)-2-{2-[({[(1E)-1-(3-{[(E)-1-Fluoro-2-phenylethenyl]-oxy}phenyl)ethylidene]amino}oxy)methyl]phenyl}-2-(methoxyimino)-N-methylethanamide F\C(=C\C1=CC=CC=C1)\OC=1C=C(C=CC1)\C(\C)=N\OCC1=C(C=CC=C1)\C(\C(=O)NC)=N/OC